OCCCCN(CCN)C(=O)OC(C)(C)C N-(4-hydroxybutyl)-N-(tert-butoxycarbonyl)ethylenediamine